C(C)OC(C1=CC(=CC=C1)C1=CN(C2=C1N=CNC2=O)C2=CC=CC=C2)=O 3-(4-oxo-5-phenyl-4,5-dihydro-3H-pyrrolo[3,2-d]pyrimidin-7-yl)-benzoic acid ethyl ester